C1(=CC=C2C=CC3=CC=CC4=CC=C1C2=C34)S(=O)(=O)[O-].[Na+].[Na+].[Na+].C3(=CC=C4C=CC2=CC=CC1=CC=C3C4=C21)S(=O)(=O)[O-].C2(=CC=C1C=CC4=CC=CC3=CC=C2C1=C43)S(=O)(=O)[O-] trisodium pyrenesulfonate